2,2,3,3,5,5-hexafluorotetrahydro-4-(trifluoromethyl)-furan FC1(OC(C(C1(F)F)C(F)(F)F)(F)F)F